C(CC1=CC=CC=C1)N(C=O)N=C(N)N 2-(N-phenethyl-formamido)guanidine